(R)-2-methyl-1-(1H-tetrazol-5-yl)propan-1-amine CC([C@@H](N)C1=NN=NN1)C